C(C=C)(=O)O.C(C=C)(=O)O.C1=CC=CC2=CC=CC=C12 Naphthalene diacrylate